ClC1=NC(=NC(=N1)NC1=CC(=CC=C1)F)NC1=CC=CC2=CC=CC=C12 6-chloro-N2-(3-fluorophenyl)-N4-(naphthalen-1-yl)-1,3,5-triazine-2,4-diamine